ethyl-3-piperidone C(C)N1CC(CCC1)=O